C1=CC=C(C=2C3=CC=CC=C3C=CC12)C(=O)N 4-phenanthrenecarboxylic acid amide